C(C)(C)(C)C1=CN(C(O1)CC(C)C)N1C(C(=C(C1=O)Cl)C)O 1-(5-tert-butyliso-butylOxazol-3-yl)-4-chloro-2-hydroxy-3-methyl-2H-pyrrol-5-one